[N+](=O)([O-])C1=CC=C(CN2C(N(CC2)CC2=CC=C(C=C2)[N+](=O)[O-])=O)C=C1 1,3-bis(4-nitrobenzyl)-2-imidazolidinone